CC=1C=C(C=C(C1)C)SC1=C2N=C3\C(\C(CCC3=CC2=CC=C1)(C)C)=N\C1=C(C=C(C=C1C)C)C (E)-5-((3,5-dimethylphenyl)thio)-N-mesityl-3,3-dimethyl-2,3-dihydroacridin-4(1H)-imine